tert-butyl N-[(1S)-1-{[(1S,2S)-2-methyl-1-(methylcarbamoyl)butyl]carbamoyl}-4-{[(2,2,2-trifluoroethoxy)methanethioyl]amino}butyl]-carbamate C[C@H]([C@@H](C(NC)=O)NC(=O)[C@H](CCCNC(=S)OCC(F)(F)F)NC(OC(C)(C)C)=O)CC